1,1'-dithiobis(N,N-diethyl-thioformamide) C(C)N(C(=S)SSC(=S)N(CC)CC)CC